Octyl 10-bromodecanoate BrCCCCCCCCCC(=O)OCCCCCCCC